[C@H]12CN(C[C@H](CC1)N2)C2=NC(=NC1=C(C(=CC=C21)C2=CC(=CC1=CC=CC=C21)O)F)N2C[C@@H]([C@@H](C2)O)O (3S,4R)-1-(4-((1R,5S)-3,8-diazabicyclo[3.2.1]octan-3-yl)-8-fluoro-7-(3-hydroxynaphthalen-1-yl)quinazolin-2-yl)pyrrolidine-3,4-diol